ClC1=CC=C(C=C1)C1=C(CCC(C1)(C)C)CN1CCN(CC1)C1=CC=C(C=C1)S(=O)(=O)NC(C1=CC(=C(C=C1)COC1=CC=CC=C1)[N+](=O)[O-])=O N-[4-[4-[[2-(4-chlorophenyl)-4,4-dimethylcyclohexen-1-yl]methyl]piperazin-1-yl]phenyl]sulfonyl-3-nitro-4-(phenoxymethyl)benzamide